FC1=C(CO)C(=C(C(=C1)F)F)F 2,4,5,6-tetrafluorobenzyl alcohol